Antimony (III) telluride [Sb+]=[Te]